bis(gamma-methacryloxypropyl)dimethoxysilane C(C(=C)C)(=O)OCCC[Si](OC)(OC)CCCOC(C(=C)C)=O